C(=C)C1=CC=C(COC=2C(=NC=CC2)CNCC(CNCC2=NC=CC=C2OCC2=CC=C(C=C2)C=C)O)C=C1 1,3-bis(((3-((4-vinylbenzyl)oxy)pyridin-2-yl)methyl)amino)propan-2-ol